methyl (2S,3S)-2-(4-(cyclopropylbuta-1,3-diyn-1-yl) benzamido)-4,4-difluoro-3-hydroxy-3-methylbutanoate C1(CC1)C#CC#CC1=CC=C(C(=O)N[C@H](C(=O)OC)[C@](C(F)F)(C)O)C=C1